ClC=1C=CC(=C(C1)C1=C(C=NC(=C1)N1C(COCC1)=O)C(=O)NC=1SC=2C(=NC=C(N2)C2=CC=C(C=C2)C#N)N1)OC 4-(5-chloro-2-methoxyphenyl)-N-(6-(4-cyanophenyl)thiazolo[4,5-b]pyrazin-2-yl)-6-(3-oxomorpholino)pyridine-3-carboxamide